rac-(7,9,9-trimethyl-1,4-dioxaspiro[4.5]decan-7-yl)methylamine C[C@@]1(CC2(OCCO2)CC(C1)(C)C)CN |r|